FC1=CC(=C(C(=O)OC)C=C1F)C methyl 4,5-difluoro-2-methylbenzoate